BrC=1N(C(N(C1)CCCN)=N)C 3-(4-bromo-2-imino-3-methyl-2,3-dihydro-1H-imidazol-1-yl)propan-1-amine